CN(C/C=C/C(=O)NC1=CC=C(C=C1)C(=O)N1CCN(CC1)C1=CC=C(C=N1)C1=NC(=CC=C1)NCC1=CC(=CC=C1)F)C (E)-4-(dimethylamino)-N-(4-(4-(6-((3-fluorobenzyl)amino)-[2,3'-bipyridyl]-6'-yl)piperazine-1-carbonyl)phenyl)but-2-enamide